C(C1=CC=CC=C1)OC1CN(CC1)C(=O)C1=CN(C2=C1C(N(C=C2C)C)=O)C 3-((3-(benzyloxy)pyrrolidin-1-yl)carbonyl)-1,5,7-trimethyl-1,5-dihydro-4H-pyrrolo[3,2-c]pyridin-4-one